C(C)(C)(C)NC(=O)NC=1C=CC2=C(OC(C(N2CC2=CC(=CC=C2)Cl)=O)C)C1 1-(tert-butyl)-3-(4-(3-chlorobenzyl)-2-methyl-3-oxo-3,4-dihydro-2H-benzo[b][1,4]oxazin-7-yl)urea